5-Fluoro-4-(6-phenylimidazo[1,2-a]pyridin-3-yl)-N-((1r,4r)-4-(pyrrolidin-1-yl)cyclohexyl)pyrimidin-2-amine FC=1C(=NC(=NC1)NC1CCC(CC1)N1CCCC1)C1=CN=C2N1C=C(C=C2)C2=CC=CC=C2